trans-tert-butyl N-[[2-[2-(3-fluorophenoxy)acetyl]-3,3a,4,5,6,6a-hexahydro-1H-cyclopenta[c]pyrrole-3-carbonyl]amino]-N-[[(3S)-2-oxopyrrolidin-3-yl]methyl]carbamate FC=1C=C(OCC(=O)N2CC3C(C2C(=O)NN(C(OC(C)(C)C)=O)C[C@H]2C(NCC2)=O)CCC3)C=CC1